[3-methoxy-2-phosphonatooxy-6-[(Z)-2-(3,4,5-trimethoxyphenyl)ethenyl] phenyl] phosphate P(=O)(OC1=C(C(=CC=C1\C=C/C1=CC(=C(C(=C1)OC)OC)OC)OC)OP(=O)([O-])[O-])([O-])[O-]